1,4,6,10-tetraazacyclododecane N1CCNCNCCCNCC1